NC1=NC=2C(=CC(=CC2C=2N1N=C(N2)[C@@H]2CC[C@@H](N(C2)C(=O)C2=NC=C(C(=C2)C)C(C)(C)O)C)F)F ((2S,5R)-5-(5-amino-7,9-difluoro-[1,2,4]triazolo[1,5-c]quinazolin-2-yl)-2-methylpiperidin-1-yl)(5-(2-hydroxypropan-2-yl)-4-methylpyridin-2-yl)methanone